C[C@H]1CN(C[C@H](N1)C)C1=NC(N2C3=C(C(=C(C=C13)C(F)(F)F)C1=CC=C(C=C1)F)SC[C@H](C2)OCC)=O (S)-8-((3S,5R)-3,5-dimethylpiperazin-1-yl)-3-ethoxy-11-(4-fluorophenyl)-10-(trifluoromethyl)-3,4-dihydro-2H,6H-[1,4]thiazepino[2,3,4-ij]quinazolin-6-one